bis(4-morpholinosulfonyl-1,2-dithiol) copper [Cu].O1CCN(CC1)S(=O)(=O)C=1CSSC1.O1CCN(CC1)S(=O)(=O)C=1CSSC1